(1,3-dioxan-2-ylethyl)-magnesium bromide O1C(OCCC1)CC[Mg]Br